FC(C(=O)O)(F)F.NC1CN(C1)C(=O)C1CCN(CC1)C(=O)C1=C(C=C(C=C1)NC(=O)C=1N(C(=CN1)C1=C(C(=C(C=C1)OCC#N)F)F)C)C N-(4-(4-(3-aminoazetidine-1-carbonyl)piperidine-1-carbonyl)-3-methylphenyl)-5-(4-(cyanomethoxy)-2,3-difluorophenyl)-1-methyl-1H-imidazole-2-carboxamide 2,2,2-trifluoroacetate